(3r,4r,5r)-2-(4-amino-2-fluoropyrrolo[2,1-f][1,2,4]triazin-7-yl)-4-(benzyloxy)-5-((benzyloxy)methyl)-3-fluorotetrahydrofuran-2-ol NC1=NC(=NN2C1=CC=C2C2(O[C@@H]([C@H]([C@H]2F)OCC2=CC=CC=C2)COCC2=CC=CC=C2)O)F